NC1=NC=CC=C1C1=NC=2C(=NC(=CC2)C2=CC=CC=C2)N1C1=CC=C(CN2CCC(CC2)N(C(OC(C)(C)C)=O)C([2H])([2H])[2H])C=C1 tert-butyl (1-(4-(2-(2-aminopyridin-3-yl)-5-phenyl-3H-imidazo[4,5-b]pyridin-3-yl)benzyl)piperidin-4-yl)(methyl-d3)carbamate